1-[(5-bromo-2-pyridinyl)methyl]pyrrolidin-2-one BrC=1C=CC(=NC1)CN1C(CCC1)=O